C(C)C=1N(C=CN1)CC1=C(C=C(C=C1)C1=C(SC(=C1)CC(C)C)S(=O)(=O)N)F 3-[4-[(2-Ethylimidazol-1-yl)methyl]-3-fluoro-phenyl]-5-isobutyl-thiophene-2-sulfonamide